tert-Butyl 2-(hydroxymethyl)-7-azaspiro[3.5]-nonane-7-carboxylate OCC1CC2(C1)CCN(CC2)C(=O)OC(C)(C)C